1-(2-Morpholinyl-4-(trifluoromethyl)phenyl)ethan-1-ol N1(CCOCC1)C1=C(C=CC(=C1)C(F)(F)F)C(C)O